ethyl-L-ascorbic acid C(C)[C@]1(C(=C(C(=O)O1)O)O)[C@@H](O)CO